C1=C(C=CC2=CC=CC=C12)C1=NN(C=C1/C=C/C(=O)N[C@@H](CC(N)=O)C(=O)O)C1=CC=CC=C1 (E)-(3-(3-(naphthalen-2-yl)-1-phenyl-1H-pyrazol-4-yl)acryloyl)-L-asparagine